BrC(C(=O)C1=C(C=CC=C1)F)Br 2,2-dibromo-1-(2-fluorophenyl)ethan-1-one